FC=1C=C(C=CC1C(=O)OC(C)(C)C)C1=CC=C(C=C1)NC([C@@H]1N(CCC1)C(NC1=CC=C(C=C1)C(C)C)=O)=O tert-butyl 3-fluoro-4'-[(1-{[4-(propan-2-yl)phenyl]carbamoyl}-D-prolyl)amino][1,1'-biphenyl]-4-carboxylate